2,4-dichloro-7-deazapurine ClC=1N=CC2=CC=NC2(N1)Cl